(S)-methyl 2-(3-bromo-5-methyl-6-oxopyridazin-1(6H)-yl)-4-methylpentanoate BrC1=NN(C(C(=C1)C)=O)[C@H](C(=O)OC)CC(C)C